2-(3,5-Dichloro-4-((2-(methoxymethyl)-1-oxo-1,2,3,4-tetrahydroisoquinolin-6-yl)Oxy)phenyl)-3,5-dioxo-2,3,4,5-tetrahydro-1,2,4-triazine-6-carbonitrile ClC=1C=C(C=C(C1OC=1C=C2CCN(C(C2=CC1)=O)COC)Cl)N1N=C(C(NC1=O)=O)C#N